C(#N)[C@@H](CC1=C(C=C2C3=C(COC2=C1)C=C(C(=C3)C3COC3)F)F)NC(=O)[C@H]3OCCCNC3 (S)-N-((R)-1-Cyano-2-(2,8-difluoro-9-(oxetan-3-yl)-6H-benzo[c]chromen-3-yl)ethyl)-1,4-oxazepane-2-carboxamide